2-(2,6-Dioxopiperidin-3-Yl)-5-(Piperazin-1-Yl)Isoindoline-1,3-Dione O=C1NC(CCC1N1C(C2=CC=C(C=C2C1=O)N1CCNCC1)=O)=O